ClC1=CC=2C(C3=CC=CC=C3C2C=C1)(C(=O)N1[C@@H]2CC([C@H]([C@@H]1C(=O)N[C@@H](C[C@@H]1C(NCCC1)=O)C#N)CC2)(F)F)O (1S,3R,4S)-2-(2-chloro-9-hydroxy-9H-fluorene-9-carbonyl)-N-((S)-1-cyano-2-((R)-2-oxopiperidin-3-yl)ethyl)-5,5-difluoro-2-azabicyclo[2.2.2]octane-3-carboxamide